(6-bromo-2-chloro-3-pyridinyl)acetamide BrC1=CC=C(C(=N1)Cl)CC(=O)N